7-(4-bromo-3-chloro-benzoyl)-2-[4-(oxetan-3-yloxy)phenyl]-3-oxo-N-[rac-(1R)-1-phenylethyl]-6,8-dihydro-5H-imidazo[1,5-a]pyrazine-1-carboxamide BrC1=C(C=C(C(=O)N2CC=3N(CC2)C(N(C3C(=O)N[C@H](C)C3=CC=CC=C3)C3=CC=C(C=C3)OC3COC3)=O)C=C1)Cl |r|